NC/C(/CN1N=CN(C1=O)CC=1SC(=CC1)C=CC1=CC=C(C=C1)N(C)C)=C\F 2-[(E)-2-(aminomethyl)-3-fluoro-allyl]-4-[[5-[2-[4-(dimethylamino)phenyl]vinyl]-2-thienyl]methyl]-1,2,4-triazol-3-one